C1(=CC=CC2=CC3=CC=CC=C3C=C12)C1=C(C=CC=C1)\C=C\C(=O)C1=CC=CC=C1 anthryl-chalcone